CN1C(C(=C(C2=CC=CC=C12)N1CCC(CC1)(C=1OC2=C(N1)C=C(C=C2)C)C)C(=O)N)=O 1-Methyl-4-[4-methyl-4-(5-methyl-1,3-benzoxazol-2-yl)piperidin-1-yl]-2-oxo-1,2-dihydroquinoline-3-carboxamide